nickel-iron (2+) [Fe+2].[Ni+2]